N-[6-(difluoromethoxy)-5-fluoro-2-methoxy-3-pyridyl]-2-ethyl-1-keto-isoquinoline-5-sulfonamide FC(OC1=C(C=C(C(=N1)OC)NS(=O)(=O)C=1C=2C=CN(C(C2C=CC1)=O)CC)F)F